C(\C=C\CN1C(=NC2=C1C(=CC(=C2)C(=O)N)OC)NC(=O)C2=CN=CN2CC)N2C(=NC1=C2C(=CC(=C1)C(=O)N)OC)NC(=O)C1=CN=CN1CC (E)-1,1'-(but-2-ene-1,4-diyl)bis(2-(1-ethyl-1H-imidazole-5-carboxamido)-7-methoxy-1H-benzo[d]imidazole-5-carboxamide)